CC=1C=C(CN2N=C(C(N(C2=O)CC2=C(C=CC=C2)C)=O)C#N)C=CC1C 2-(3,4-dimethylbenzyl)-4-(2-methylbenzyl)-3,5-dioxo-2,3,4,5-tetrahydro-1,2,4-triazine-6-carbonitrile